(S)-1-amino-2-(1-(tert-butoxycarbonyl)pyrrolidin-2-yl)-4-(4-((4-isopropylpyridin-2-yl)carbamoyl)phenyl)-1H-imidazole-5-carboxylic acid NN1C(=NC(=C1C(=O)O)C1=CC=C(C=C1)C(NC1=NC=CC(=C1)C(C)C)=O)[C@H]1N(CCC1)C(=O)OC(C)(C)C